Cl.C[C@@H]1[C@@H](CCCC1)N (1R,2S)-2-methylcyclohexylamine hydrochloride